C(C)(C)(C)OOC1=C(C=CC=C1)C(C)C tert-Butyl-peroxyisopropylbenzene